ethyl 3-(2,6-difluorophenyl)-2,3-dibromopropionate FC1=C(C(=CC=C1)F)C(C(C(=O)OCC)Br)Br